5-(1,2-dimethyl-1H-pyrrolo[3,2-c]pyridin-3-yl)-1H-pyrrole CN1C(=C(C=2C=NC=CC21)C2=CC=CN2)C